methyl-6-((4-methyl-3-(pyridin-2-yl)phenyl)carbamoyl)-6-azabicyclo[3.1.1]heptane-2-carboxylate COC(=O)C1C2N(C(CC1)C2)C(NC2=CC(=C(C=C2)C)C2=NC=CC=C2)=O